6,9-Dimethyl-3-pentyl-7H-benzo[c]chromen-1-ol CC=1OC=2C=C(C=C(C2C=2C1CC=C(C2)C)O)CCCCC